5-([1,2,4]triazolo[1,5-a]pyridin-6-yl)-N-(4-(2-methoxyethoxy)phenyl)-1-(6-methylpyridin-2-yl)-1H-pyrazole-3-carboxyamide N=1C=NN2C1C=CC(=C2)C2=CC(=NN2C2=NC(=CC=C2)C)CC(=O)NC2=CC=C(C=C2)OCCOC